NCC1=C(C=C(C(=C1)OCC(C)C)F)NC=O 2-(aminomethyl)-5-fluoro-4-(2-methylpropyloxy)phenylformamide